C(C1=CC=CC=C1)OC1CC(C1)(F)C=1SC(=C(N1)C(F)(F)F)C1=NC(=NC=C1F)Cl 2-(3-benzyloxy-1-fluoro-cyclobutyl)-5-(2-chloro-5-fluoro-pyrimidin-4-yl)-4-(trifluoromethyl)thiazole